C(\C=C\C(=O)O)(=O)O.C(CC)(=O)N propanamide fumarate